4-[(2-{[(E)-1-amino-2-nitroethenyl]amino}ethyl)sulfanyl]-N-(3-bromo-4-fluorophenyl)-N'-hydroxy-1,2,5-oxadiazole-3-carboximidamide N/C(=C\[N+](=O)[O-])/NCCSC=1C(=NON1)C(NC1=CC(=C(C=C1)F)Br)=NO